BrC1=C(N(N=C1)C)C=1SC2=C(C1C#N)C=CC=C2OCC(F)F 2-(4-bromo-2-methyl-pyrazol-3-yl)-7-(2,2-difluoroethoxy)benzothiophene-3-carbonitrile